6-[1-(3,5,5,8,8-pentamethyl-5,6,7,8-tetrahydronaphthalen-2-yl)cyclopropyl]pyridine-3-carboxylic acid CC=1C(=CC=2C(CCC(C2C1)(C)C)(C)C)C1(CC1)C1=CC=C(C=N1)C(=O)O